BrC=1C=C2C3(CN(C2=CC1)C(=O)C1=CC(=CC=C1)S(=O)(=O)N1CC(CC1)F)CCC1(CC3)CC1 (5''-bromodispiro[cyclopropane-1,1'-cyclohexane-4',3''-indolin]-1''-yl)(3-((3-fluoropyrrolidin-1-yl)sulfonyl)phenyl)methanone